6-chloro-4-[3-(1-ethyl-3-methyl-1H-pyrazol-5-yl)-1-methyl-1H-1,2,4-triazol-5-yl]-1-methyl-1H-pyrazolo[4,3-c]pyridine ClC1=CC2=C(C(=N1)C1=NC(=NN1C)C1=CC(=NN1CC)C)C=NN2C